O1[C@H](COCC1)CNC(=O)NC=1SC2=C(N1)C[C@H]1COC[C@@H]2N1C(=O)OC(C)(C)C tert-Butyl (4S,8S)-2-[({[(2S)-1,4-dioxan-2-yl]methyl}carbamoyl)amino]-4,7,8,9-tetrahydro-5H-4,8-epiminooxocino[5,4-d][1,3]thiazole-10-carboxylate